BrC1=C2C(N(C(C2=CC=C1)=O)C=1C=CC=C2C(=CNC12)C1=NC(=NC=C1C)NC1=NN(C(=C1)C)C)=O 4-bromo-2-(3-(2-((1,5-dimethyl-1H-pyrazol-3-yl)amino)-5-methylpyrimidin-4-yl)-1H-indol-7-yl)isoindoline-1,3-dione